ClC=1C=C(C=CC1Cl)[C@@H]1CC[C@@H]2N(CCN(C2)C(=O)C2=C(C(=CC=C2)OC)Br)C1 [(7S,9aS)-7-(3,4-dichlorophenyl)-1,3,4,6,7,8,9,9a-octahydropyrido[1,2-a]pyrazin-2-yl]-(2-bromo-3-methoxyphenyl)methanone